(+-)-9-(2-fluorophenyl)-1,4-dioxa-8-azaspiro[4.6]undecane FC1=C(C=CC=C1)[C@@H]1NCCC2(OCCO2)CC1 |r|